[R]-3-hydroxy-10-undecenoate O[C@@H](CC(=O)[O-])CCCCCCC=C